[Si](C1=CC=CC=C1)(C1=CC=CC=C1)(C(C)(C)C)O[C@H]1CNCC1 (R)-3-((tert-butyldiphenylsilyl)oxy)pyrrolidine